BrC1=CC(=C(C=C1)NC1N(C(C2=CN(C(C(=C2C1)I)=O)C)=O)OCCOC(C)(C)C)F ((4-bromo-2-fluorophenyl)amino)-2-(2-(tert-butoxy)ethoxy)-5-iodo-7-methyl-3,4-dihydro-2,7-naphthyridine-1,6(2H,7H)-dione